S1C(=CC=C1)CCOC=1C=NC=CC1 3-(2-(thien-2-yl)ethoxy)pyridine